4-methylpentan-2-yl 4-methylbenzenesulfonate CC1=CC=C(C=C1)S(=O)(=O)OC(C)CC(C)C